O=C([C@@H](C)NC(C([2H])([2H])[2H])=O)N1C(C(N(C(C1([2H])[2H])([2H])[2H])C1=CC(=C(C=C1)[2H])C(F)(F)F)([2H])[2H])([2H])[2H] (R)-N-(1-oxo-1-(4-(3-(trifluoromethyl)phenyl-4-d)piperazin-1-yl-2,2,3,3,5,5,6,6-d8)propan-2-yl)acetamide-2,2,2-d3